FC(C1=C(C(=O)O)C=C(C=C1)C(F)(F)F)(F)F 2,5-bis(trifluoromethyl)-benzoic acid